2,4-bis(trichloromethyl)-6-[2-(3,5-dimethoxyphenyl)vinyl]sym-triazine ClC(C1=NC(=NC(=N1)C(Cl)(Cl)Cl)C=CC1=CC(=CC(=C1)OC)OC)(Cl)Cl